CC1=CC[C@@H](CC1)[C@@H](CC=O)C (+)-(3R)-3-[(1R)-4-methyl-3-cyclohexen-1-yl]butanal